1-(4-(6-(4-chlorophenyl)-2-phenylimidazo[1,2-a]pyridin-8-yl)phenyl)ethan-1-one ClC1=CC=C(C=C1)C=1C=C(C=2N(C1)C=C(N2)C2=CC=CC=C2)C2=CC=C(C=C2)C(C)=O